2-Bromo-6-(pyrrolidin-2-yl)pyridine BrC1=NC(=CC=C1)C1NCCC1